ClC1=CC(=C(C=N1)NC(=O)C1(CN(C1)CCCC(C(=O)OCC)(C)C)C1=C(C=CC=C1)C(C)C)OCC ethyl 5-(3-((6-chloro-4-ethoxypyridin-3-yl)carbamoyl)-3-(2-isopropylphenyl)azetidin-1-yl)-2,2-dimethylpentanoate